NC1=CC=C(C(=C1C(=O)N(C)CCCN(C)C)F)C=1C(=C2C(=NC1)NCC21CC(CC1)(C)C#N)Cl 6-Amino-3-(4'-chloro-3-cyano-3-methyl-1',2'-dihydrospiro[cyclopentane-1,3'-pyrrolo[2,3-b]pyridin]-5'-yl)-N-(3-(dimethylamino)propyl)-2-fluoro-N-methylbenzamide